O[C@H]1[C@@H](O[C@@H]([C@H]1O)CO)N1C=C(C2=C1N=CNC2=O)F 7-((2R,3R,4S,5R)-3,4-dihydroxy-5-(hydroxymethyl)tetrahydrofuran-2-yl)-5-fluoro-3H-pyrrolo[2,3-d]pyrimidin-4(7H)-one